6-[4-{[4-(3-methanesulfonylpropanesulfonyl)phenoxy]methyl}-2-methylpyrrolidin-1-yl]-5,6,7,8-tetrahydronaphthalene-1-carbonitrile CS(=O)(=O)CCCS(=O)(=O)C1=CC=C(OCC2CC(N(C2)C2CC=3C=CC=C(C3CC2)C#N)C)C=C1